C1(CC1)C1=CC(=NC=C1C1=CC(=C(C=C1)N1C(CCC1)=O)F)NC1=CC2=C(OC[C@H]3N2C(CC3)=O)N=C1 (S)-2-((4-cyclopropyl-5-(3-fluoro-4-(2-oxopyrrolidin-1-yl)phenyl)pyridin-2-yl)amino)-6,6a,7,8-tetrahydro-9H-pyrido[2,3-b]pyrrolo[1,2-d][1,4]oxazin-9-one